tert-butyl (5-(((3-(4-decylphenyl)-1,2,4-oxadiazol-5-yl)methyl)amino)-5-oxopentyl)carbamate C(CCCCCCCCC)C1=CC=C(C=C1)C1=NOC(=N1)CNC(CCCCNC(OC(C)(C)C)=O)=O